C1=C(C=CC2=CC=CC=C12)NC([C@@H](N)CC1=CNC=N1)=O histidine beta-naphthylamide